(R)-5-bromo-N1-(1-(2,4-dichlorophenyl)ethyl)-3-methylbenzene-1,2-diamine BrC1=CC(=C(C(=C1)N[C@H](C)C1=C(C=C(C=C1)Cl)Cl)N)C